bis[(2,2-difluoro-2-fluorosulfonyl-acetyl)oxy]copper FC(C(=O)O[Cu]OC(C(F)(F)S(=O)(=O)F)=O)(S(=O)(=O)F)F